tert-butyl (R)-2-methyl-1-oxo-3-(2-(tosyloxy) ethyl)-2,8-diazaspiro[4.5]decane-8-carboxylate CN1C(C2(C[C@@H]1CCOS(=O)(=O)C1=CC=C(C)C=C1)CCN(CC2)C(=O)OC(C)(C)C)=O